4,4-difluoro-3-hydroxy-6-iodo-3,4-dihydroisoquinolin-1(2H)-one FC1(C(NC(C2=CC=C(C=C12)I)=O)O)F